C(C)O\C=C(/C(=O)OCC)\C(=O)C=1C(=NC(=C(C1)Cl)Cl)Cl Ethyl (2Z)-3-ethoxy-2-[(2,5,6-trichloropyridin-3-yl)carbonyl]acrylate